4-amino-7-{(1S)-1-[1-(2-fluorophenyl)-1H-1,2,3-triazol-4-yl]ethyl}-5-[2-(trifluoromethyl)pyrimidin-5-yl]-7H-pyrrolo[2,3-d]pyrimidine-6-carbonitrile NC=1C2=C(N=CN1)N(C(=C2C=2C=NC(=NC2)C(F)(F)F)C#N)[C@@H](C)C=2N=NN(C2)C2=C(C=CC=C2)F